(S)-3-(3-(2-(5H-Pyrrolo[2,3-b]pyrazin-7-yl)thiazol-4-yl)phenyl)-3-hydroxy-1-methylazetidin-2-one N1=C2C(=NC=C1)NC=C2C=2SC=C(N2)C=2C=C(C=CC2)[C@]2(C(N(C2)C)=O)O